(S)-4-(7-fluoro-imidazo[1,2-a]pyridin-3-yl)-7-((5-(3-(3-hydroxy-1-methylazetidin-3-yl)piperidin-1-yl)pyridin-2-yl)amino)isoindolin-1-one FC1=CC=2N(C=C1)C(=CN2)C2=C1CNC(C1=C(C=C2)NC2=NC=C(C=C2)N2C[C@H](CCC2)C2(CN(C2)C)O)=O